2-(hydroxymethyl)-2-methyl-2,3-dihydropyrazolo[5,1-b]oxazole OCC1(CN2C(O1)=CC=N2)C